(S)-N,N-dimethyl-2-(3-(5-methyl-3,4,5,6-tetrahydropyridin-2-yl)phenoxy)ethanamine tert-Butyl-(3S)-6-[3-[2-(dimethylamino)ethoxy]phenyl]-3-methyl-3,4-dihydro-2H-pyridine-1-carboxylate C(C)(C)(C)OC(=O)N1C[C@H](CC=C1C1=CC(=CC=C1)OCCN(C)C)C.CN(CCOC1=CC(=CC=C1)C1=NC[C@H](CC1)C)C